NC=1C2=C(N=CN1)N(C(=C2C2=CC(=C(C=C2)Cl)OC)C#CC2CN(C2)C2CCN(CC2)C(C=C)=O)C(C)C 1-(4-(3-((4-amino-5-(4-chloro-3-methoxyphenyl)-7-isopropyl-7H-pyrrolo[2,3-d]pyrimidin-6-yl)ethynyl)azetidin-1-yl)piperidin-1-yl)prop-2-en-1-one